CN(C1=CC=C(C=C1)C1=CC(=CC=C1)NC(N(CC)CC)=O)C 3-(4'-(Dimethylamino)-[1,1'-biphenyl]-3-yl)-1,1-diethylurea